11,13-Octadecadienal C(CCCCCCCCCC=CC=CCCCC)=O